C(C1=CC=CC=C1)NCCC(O)=NO 3-(Benzylamino)propanehydroximic acid